(R)-4-((2-(3-Amino-4,4-difluoropiperidin-1-yl)-6-chloro-1H-benzo[d]imidazol-1-yl)methyl)benzonitril N[C@@H]1CN(CCC1(F)F)C1=NC2=C(N1CC1=CC=C(C#N)C=C1)C=C(C=C2)Cl